ClC1=CC=C(C=C1)C1=NC(=CC=2N=C(N(C(C21)=O)C)C)N2C[C@H](OCC2)C=2C=NN(C2)C 5-(4-chlorophenyl)-2,3-dimethyl-7-((2R)-2-(1-methyl-1H-pyrazol-4-yl)-4-morpholinyl)pyrido[4,3-d]pyrimidin-4(3H)-one